CC1=NOC(=C1C=1C=CC(=C(C1)N(C1=CC=C(C=C1)C1(CC1)C#N)CCCCCCO)C)C 1-(4-((5-(3,5-dimethylisoxazol-4-yl)-2-methylphenyl)(6-hydroxyhexyl)amino)phenyl)cyclopropane-1-carbonitrile